5-Amino-2-(((7-fluoroquinolin-6-yl)methyl)amino)cyclohexan-1-ol NC1CCC(C(C1)O)NCC=1C=C2C=CC=NC2=CC1F